Cl.FC(C1=CC=C(C=C1)C1=C2C(=C(N=N1)N[C@@H]1CN(CC1)C(C=C)=O)N=CC=C2)(F)F (S)-1-(3-((5-(4-(trifluoromethyl)phenyl)pyrido[2,3-d]pyridazin-8-yl)amino)pyrrolidin-1-yl)prop-2-en-1-one HCl